(S)-4-((1-(benzo[b]thiophen-4-yl)ethyl)amino)-2-methyl-6-(tetrahydro-2H-pyran-4-yl)-2,6-dihydropyrido[3,4-d]pyridazine-1,7-dione S1C2=C(C=C1)C(=CC=C2)[C@H](C)NC2=NN(C(C=1C2=CN(C(C1)=O)C1CCOCC1)=O)C